IC1=CN=C2N1C=C(N=C2)N2C(CCC2)=O (3-iodoimidazo[1,2-a]pyrazin-6-yl)pyrrolidin-2-one